The molecule is a monoterpenoid indole alkaloid with formula C23H26N2O4, originally isolated from the seeds of Strychnos nux-vomica. It has a role as a plant metabolite. It is a delta-lactam, a monoterpenoid indole alkaloid, an olefinic compound, an organic heterohexacyclic compound, a primary alcohol, a tertiary amino compound and an aromatic ether. COC1=C(C=C2C(=C1)[C@]34CCN5[C@H]3C[C@@H](/C(=C\\CO)/C5)C6=CCC(=O)N2[C@H]46)OC